BrC1=C(C(=O)O)C(=CN=C1)F 3-bromo-5-fluoroisonicotinic acid